FC(C(C(C(S(=O)(=O)O)(F)F)(F)F)(F)F)(F)F nonafluorobutanesulfonic acid